(S)-1-isonicotinoyl-N-(4-isopropylthiazol-2-yl)pyrrolidine-2-carboxamide C(C1=CC=NC=C1)(=O)N1[C@@H](CCC1)C(=O)NC=1SC=C(N1)C(C)C